4-(Propan-1-yn-1-yl)-1-(4-(trifluoromethyl)benzyl)-1H-indazole-7-carboxylic acid methyl ester COC(=O)C=1C=CC(=C2C=NN(C12)CC1=CC=C(C=C1)C(F)(F)F)C#CC